C(C)OC(=O)[C@@H]1N([C@@H]2C[C@@H]2C1)C(C1=CC(=CC=C1)S(=O)(=O)C)=O (1R,3R,5R)-2-(3-(methylsulfonyl)benzoyl)-2-azabicyclo[3.1.0]Hexane-3-carboxylic acid ethyl ester